C(C)(=O)C1=C(C=C(C=C1)NC(CCl)=O)O N-(4-acetyl-3-hydroxy-phenyl)-2-chloro-acetamide